syringyl methacrylate C(C(=C)C)(=O)OCC1=CC(OC)=C(O)C(OC)=C1